COC(=O)C1=CC=C2C(=N1)C=NN2CCOC 1-(2-methoxyethyl)-1H-pyrazolo[4,3-b]Pyridine-5-carboxylic acid methyl ester